1,4-diformyl-2,3,5,6-tetrahydroxypiperazine C(=O)N1C(C(N(C(C1O)O)C=O)O)O